triglycerol octadecanoate C(CCCCCCCCCCCCCCCCC)(=O)O.OCC(O)CO.OCC(O)CO.OCC(O)CO